2-amino-6-(trifluoromethyl)phenylpropionic acid NC1=C(C(=CC=C1)C(F)(F)F)C(C(=O)O)C